2,3',4,6-tetrakis(α-hydroxyisopropyl)biphenyl OC(C)(C)C1=C(C(=CC(=C1)C(C)(C)O)C(C)(C)O)C1=CC(=CC=C1)C(C)(C)O